methyl (R)-4-oxo-2-(phenylethynyl)-7-vinylchromane-2-carboxylate O=C1C[C@](OC2=CC(=CC=C12)C=C)(C(=O)OC)C#CC1=CC=CC=C1